1-(4-fluorophenyl)-N-(4-methyl-3-((3-methyl-4-oxo-3,4-dihydropyrido[3,2-d]pyrimidin-6-yl)oxy)phenyl)-5-(methylsulfinyl)-1H-pyrazole-3-carboxamide FC1=CC=C(C=C1)N1N=C(C=C1S(=O)C)C(=O)NC1=CC(=C(C=C1)C)OC=1C=CC=2N=CN(C(C2N1)=O)C